Cl.Cl.CN1CC2(CC1)CCN(CC2)C=2N=NC(=CN2)C2=C(C=C(C=C2)C=2C=NNC2)O 2-[3-(2-methyl-2,8-diazaspiro[4.5]dec-8-yl)-1,2,4-triazin-6-yl]-5-(1H-pyrazol-4-yl)phenol dihydrochloride